C(#N)C=1C=C(C=CC1)C=1N=C(SC1C=1C=C2C(=NC=NC2=CC1)C)NC(=O)N1CCN(CC1)C1CCN(CC1)C N-[4-(3-Cyanophenyl)-5-(4-methylquinazolin-6-yl)thiazol-2-yl]-4-(1-methyl-4-piperidyl)piperazine-1-carboxamide